11-iodoundecyl-trichlorosilane ICCCCCCCCCCC[Si](Cl)(Cl)Cl